5-(((trans-3-(4-(6-cyclopropoxypyridin-2-yl)-3-cyclopropyl-1H-pyrazol-1-yl)cyclobutyl)methyl)amino)-2-(2,6-dioxopiperidin-3-yl)isoindoline-1,3-dione C1(CC1)OC1=CC=CC(=N1)C=1C(=NN(C1)[C@@H]1C[C@H](C1)CNC=1C=C2C(N(C(C2=CC1)=O)C1C(NC(CC1)=O)=O)=O)C1CC1